2-(6-amino-5-((cis-4-(hydroxymethyl)cyclohexyl)ethynyl)pyridazin-3-yl)phenol NC1=C(C=C(N=N1)C1=C(C=CC=C1)O)C#C[C@@H]1CC[C@@H](CC1)CO